8-(dimethoxymethyl)-6-methoxy-4,11,11-trimethylbicyclo[7.2.0]undec-4-ene COC(C1CC(C=C(CCC2C(CC12)(C)C)C)OC)OC